ClC1=NN2C(N=CC3=C2C(CN3)(C(F)(F)F)C)=C1 2-chloro-8-methyl-8-(trifluoromethyl)-7,8-dihydro-6H-pyrazolo[1,5-a]pyrrolo[2,3-e]pyrimidine